Nickel-manganese phosphate P(=O)([O-])([O-])[O-].[Mn+2].[Ni+2]